ClC1=NC=C(C(=N1)C1=CC2=C(N=C3N2[C@H](CC3)C)C(=C1)F)F (S)-7-(2-chloro-5-fluoropyrimidin-4-yl)-5-fluoro-1-methyl-2,3-dihydro-1H-benzo[d]pyrrolo[1,2-a]imidazole